2-(Azetidin-1-yl)-5-(2,2-difluoro-1-(4-nitro-1H-pyrazol-1-yl)ethyl)pyrimidine N1(CCC1)C1=NC=C(C=N1)C(C(F)F)N1N=CC(=C1)[N+](=O)[O-]